O=C1NC=CC=C1C(=O)O 2-Oxo-1,2-dihydropyridine-3-carboxylic acid